N-((6-(((cyclobutylmethyl)amino)methyl)-1H-indol-2-yl)methyl)-4-oxo-4H-pyrido[1,2-a]pyrimidine-2-carboxamide C1(CCC1)CNCC1=CC=C2C=C(NC2=C1)CNC(=O)C=1N=C2N(C(C1)=O)C=CC=C2